C(#N)C1(C(C1)COC1CC1)N1C(=CC2=CC(=CC=C12)[C@@H]1CC(OCC1)(C)C)C(=O)N(C1=CC=CC=C1)C 1-(1-cyano-2-(cyclopropyloxymethyl)cyclopropyl)-5-((S)-2,2-dimethyltetrahydro-2H-pyran-4-yl)-N-methyl-N-phenyl-1H-indole-2-carboxamide